BrC=1C=CC=2NC3=CC=C(C=C3SC2C1)Br 3,7-dibromophenothiazine